8-((2-fluoro-4-methoxyphenyl)sulfonyl)-1-oxa-8-azaspiro[4.5]decan-3-one FC1=C(C=CC(=C1)OC)S(=O)(=O)N1CCC2(CC(CO2)=O)CC1